FC(C1(CC1)CN)F (1-(difluoromethyl)cyclopropyl)methylamine